ClC=1C=C(CN2CC3=C(CC2)N(N(C3=O)CC3=CC=C(C=C3)Cl)C3=CC=C(C=C3)CCO)C=C(C1)F 5-(3-chloro-5-fluorobenzyl)-2-(4-chlorobenzyl)-1-(4-(2-hydroxyethyl)phenyl)-1,2,4,5,6,7-hexahydro-3H-pyrazolo[4,3-c]pyridin-3-one